N-(5-Cyclopropyl-1H-pyrazol-3-yl)-2-[3-[1-(methylamino)ethyl]-1-piperidyl]pyrimidin-4-amine C1(CC1)C1=CC(=NN1)NC1=NC(=NC=C1)N1CC(CCC1)C(C)NC